COCCOCOCC=C 3-((2-methoxyethoxy)methoxy)prop-1-ene